CC1=C(SC=2NC=NC(C21)=O)C(=O)Cl 5-methyl-4-oxo-1H-thieno[2,3-d]pyrimidine-6-carbonyl chloride